2-(4-diethylamino-2-hydroxybenzoyl)hexyl benzoate (diethylamino hydroxybenzoyl hexyl benzoate) C(C)N(CC)C=1C(=C(C(=C(C(=O)O)C1)CCCCCC)C(C1=CC=CC=C1)=O)O.C(C1=CC=CC=C1)(=O)OCC(CCCC)C(C1=C(C=C(C=C1)N(CC)CC)O)=O